cyclohexenylmethylcyclohexyl isocyanate C1(=CCCCC1)CC1(CCCCC1)N=C=O